C[C@@H]1N([C@H](CN(C1)C(C=C)=O)C)C=1C2=C(N(C(N1)=O)C=1C(=NC=CC1C)C(C)C)N=C(C(=C2)F)C2=C(C=CC=C2)F (M)-4-((2S,6S)-2,6-dimethyl-4-(2-propenoyl)-1-piperazinyl)-6-fluoro-7-(2-fluorophenyl)-1-(4-methyl-2-(2-propanyl)-3-pyridinyl)pyrido[2,3-d]pyrimidin-2(1H)-one